(S)-10-((2-((3R,5S)-3-Amino-5-methylpiperidin-1-yl)-5-chloropyrimidin-4-yl)amino)-2-cyclopropyl-3,3-difluoro-7-methyl-1,2,3,4-tetrahydro-[1,4]oxazepino[2,3-c]chinolin-6(7H)-on N[C@H]1CN(C[C@H](C1)C)C1=NC=C(C(=N1)NC1=CC=2C3=C(C(N(C2C=C1)C)=O)OCC([C@@H](N3)C3CC3)(F)F)Cl